CN(C(OC(C)(C)C)=O)[C@@H]1CC[C@@H](CC1)C(=O)C1=C(N=C(O1)[Si](C(C)C)(C(C)C)C(C)C)C cis-tert-butyl methyl(4-(4-methyl-2-(triisopropylsilyl)oxazole-5-carbonyl)cyclohexyl)carbamate